N[C@H]1CS(C2=C(N(C1=O)CC1=CC=C(C=C1)Cl)C=C(C(=C2)N(C)C)C=2OC(=NN2)C(C)(C)C)(=O)=O (3R)-3-amino-7-(5-tert-butyl-1,3,4-oxadiazol-2-yl)-5-[(4-chlorophenyl)methyl]-8-(dimethylamino)-1,1-dioxo-2,3-dihydro-1λ6,5-benzothiazepin-4-one